O(C1=C(C=CC=C1)P(C1=CC=CC=C1)C1=CC=CC=C1)C1=C(C=CC=C1)P(C1=CC=CC=C1)C1=CC=CC=C1 (OXYDI-2,1-PHENYLENE)BIS(DIPHENYLPHOSPHINE)